N1(CCCCCC1)C(=O)C1=CC2=C(C=N1)C(=NN2CCC)Br azepan-1-yl-(3-bromo-1-propyl-pyrazolo[4,3-c]pyridin-6-yl)methanone